(1R,3S,5R)-2-(2-(3-acetyl-7-methyl-5-(2-methylpyrimidin-5-yl)-1H-indazol-1-yl)acetyl)-N-(2,2-dimethylpentyl)-5-methyl-2-azabicyclo[3.1.0]hexane-3-carboxamide C(C)(=O)C1=NN(C2=C(C=C(C=C12)C=1C=NC(=NC1)C)C)CC(=O)N1[C@@H]2C[C@@]2(C[C@H]1C(=O)NCC(CCC)(C)C)C